FC=1C=C2C(C=CN3C2=C(C1C1=NC=C(C=C1)CCO)OCC3C)=O 9-fluoro-10-(5-(2-hydroxyethyl)pyridin-2-yl)-3-methyl-2H-[1,4]oxazino[2,3,4-ij]quinolin-7(3H)-one